(5-(2-methoxypropan-2-yl)pyridin-2-yl)methanol COC(C)(C)C=1C=CC(=NC1)CO